CC1=C(CN(C(C(=O)N)=O)CC(CC)C)C=CC=C1 N1-(2-methylbenzyl)-N1-(2-methylbutyl)oxalamide